ClC1=C(C=C(C=N1)OCC(C)(C)NC(OC(C)(C)C)=O)C(NC1CC1)=O tert-butyl N-[2-[[6-chloro-5-(cyclopropylcarbamoyl)-3-pyridyl]oxy]-1,1-dimethyl-ethyl]carbamate